BrC=1C=C(C=C(C1O)C1=CC=CC=C1)C(C)(C)C1=CC(=C(C(=C1)C1=CC=CC=C1)O)Br 2,2-bis(3-bromo-5-phenyl-4-hydroxyphenyl)propane